C(=O)(O)C(C)OC(C=C)=O 1-Carboxyethylacrylat